FC1=C(C=CC=C1F)N1C=C(C=CC1=O)C(=O)O 1-(2,3-Difluorophenyl)-6-oxo-pyridine-3-carboxylic acid